FC=1C=NC=CC1CCCN1C(=CC=C1)C(=O)NC=1SC=C(N1)C(C)(C)OC(C)C 1-(3-(3-fluoropyridin-4-yl)propyl)-N-(4-(2-isopropoxypropan-2-yl)thiazol-2-yl)-1H-pyrrole-2-carboxamide